C(C)(C)(C)OC(=O)N1[C@@H](CC1)COC=1C=NN(C1C1=CC=2N(C=C1)N=C(C2)NC(=O)C2CC2)C.COC(C(CC(=O)C2=CC=C(C=C2)C)C2=CC=CC=C2)OC 4,4-dimethoxy-3-phenyl-1-(p-tolyl)butan-1-one tert-butyl-(S)-2-(((5-(2-(cyclopropanecarboxamido)pyrazolo[1,5-a]pyridin-5-yl)-1-methyl-1H-pyrazol-4-yl)oxy)methyl)azetidine-1-carboxylate